4,4'-methylene-bis-(Phenyldimethylurea) C(C1=CC=C(C=C1)N(C(=O)NC)C)C1=CC=C(C=C1)N(C(=O)NC)C